N-(1-((3-phenyl-1,2,4-oxadiazol-5-yl)methyl)-2,3-diketoindol-5-yl)amide C1(=CC=CC=C1)C1=NOC(=N1)CN1C(C(C2=CC(=CC=C12)[NH-])=O)=O